Cl.CC=1N=C(C=2N(C1)C=C(N2)C2=CC1=C(C=N2)N=C(S1)N(C1CC(NC(C1)(C)C)(C)C)C)C 6-(6,8-Dimethylimidazo[1,2-a]pyrazin-2-yl)-N-methyl-N-(2,2,6,6-tetramethylpiperidin-4-yl)[1,3]thiazolo[4,5-c]pyridin-2-amin-Hydrochlorid